ClC=1C=CC=C2[C@H](CCOC12)NC(=O)NC=1N=C(SC1)C1=CC(=C(C(=O)OC)C=C1)F methyl 4-[4-[[(4S)-8-chlorochroman-4-yl]carbamoylamino]thiazol-2-yl]-2-fluoro-benzoate